2-methylcyclopentan-1,1-diol CC1C(CCC1)(O)O